CC(C)(C)OC(=O)N1CC=2N=NC(=CC2CC1)Cl 3-chloro-5,8-dihydro-pyrido[3,4-c]pyridazine-7(6H)-carboxylic acid 1,1-dimethylethyl ester